4-(4-hydroxyphenyl)methylbenzyl-sulfonium tetrakis(pentafluorophenyl)borate FC1=C(C(=C(C(=C1[B-](C1=C(C(=C(C(=C1F)F)F)F)F)(C1=C(C(=C(C(=C1F)F)F)F)F)C1=C(C(=C(C(=C1F)F)F)F)F)F)F)F)F.OC1=CC=C(C=C1)CC1=CC=C(C[SH2+])C=C1